FC(C(=O)O)(F)F.FC1=C(COC2C[C@H]3CC(C[C@@H](C2)N3)=O)C=CC(=C1)C(F)(F)F (1R,5S,7S)-7-((2-fluoro-4-(trifluoromethyl)benzyl)oxy)-3-oxo-9-azabicyclo[3.3.1]nonane 2,2,2-trifluoroacetate